[N+](=O)([O-])C=1C=C(C=CC1)/N=N/C1=C(N)C=CC=C1 (E)-2-[(3-nitrophenyl)diazenyl]Aniline